[Br-].C(C1=CC=CC=C1)[N+]1=CC=C(C=C1)CNC(=O)OC(C)(C)C 1-benzyl-4-(((tert-butoxycarbonyl)amino)methyl)pyridin-1-ium bromide